[Cl-].C(CCC)N1CCCC1 N-butyl-pyrrolidine chloride